(±)-1-spiro[3.3]hept-2-yl-3-[2-(2,2,2-trifluoro-1-methoxymethyl-ethoxy)-pyridin-4-ylmethyl]-urea C1C(CC12CCC2)NC(=O)NCC2=CC(=NC=C2)O[C@@H](C(F)(F)F)COC |r|